O=C1NC(CCC1NC1=CC=C(C=C1)N1CCN(CC1)C(CN1CCC(CC1)C=1N=C2N(C=C(C(=C2)OC(C)C)NC(=O)C2=NC(=CC=C2)C(F)(F)F)C1)=O)=O N-[2-[1-[2-[4-[4-[(2,6-dioxo-3-piperidyl)amino]phenyl]piperazin-1-yl]-2-oxo-ethyl]-4-piperidyl]-7-isopropoxy-imidazo[1,2-a]pyridin-6-yl]-6-(trifluoromethyl)pyridine-2-carboxamide